2,6-diamino-9H-fluorene-9-one NC1=CC=2C(C3=CC=C(C=C3C2C=C1)N)=O